[C@@H]1([C@H](O)[C@@H](O)[C@H](O)[C@H](O1)CO)OC=1C(=[O+]C=2C=C(C=C(C2C1)O)O)C1=CC(O)=C(O)C=C1 O-β-D-glucopyranosylcyanidin